C(C(C)C)(=O)OC(C)CCC sec-pentyl isobutyrate